1-Tert-butyl 3-methyl-4-(pyridin-2-yl)piperazine-1-carboxylate CC1CN(CCN1C1=NC=CC=C1)C(=O)OC(C)(C)C